CC1=NC(=NO1)C1=CC(=C(C=C1)C1=NC=C(C(=O)Cl)C=C1)C(F)(F)F 6-(4-(5-methyl-1,2,4-oxadiazol-3-yl)-2-(trifluoromethyl)phenyl)nicotinoyl chloride